4-(6-methoxy-1H-benzimidazol-2-yl)-benzoic acid methyl ester COC(C1=CC=C(C=C1)C1=NC2=C(N1)C=C(C=C2)OC)=O